N1S(NCC12CCCNC2)(=O)=O λ6-thia-1,3,9-triazaspiro[4.5]decane 2,2-dioxide